C1OC=2C=C(C=CC2O1)NC (3,4-methylenedioxyphenyl)-methyl-amine